COC=1C=C(C=C2CCN(C(C12)=O)CC(F)(F)F)C1=CN=C2N1C=CC(=C2)OCCN2[C@@H](COCC2)C 8-methoxy-6-[7-[2-[(3R)-3-methylmorpholin-4-yl]ethoxy]imidazo[1,2-a]pyridin-3-yl]-2-(2,2,2-trifluoroethyl)-3,4-dihydroisoquinolin-1-one